FC(C1=CC=C2CCCN(C2=C1)C=1C=2C=C(C(N(C2C=C(C1)C1CCN(CC1)CC1CCN(CC1)C1=CC=C(C=C1)C1C(NC(CC1)=O)=O)C)=O)C)F 3-(4-(4-((4-(7-(difluoromethyl)-1',3'-dimethyl-2'-oxo-1',2',3,4-tetrahydro-2H-[1,5'-biquinolin]-7'-yl)piperidin-1-yl)methyl)piperidin-1-yl)phenyl)piperidine-2,6-dione